9,10-AnthraceneDicarboxaldehyde C1=CC=CC2=C(C3=CC=CC=C3C(=C12)C=O)C=O